COC(C(CC)C)=O.C(C=1C(O)=CC=CC1)(=O)OC methyl salicylate methyl-2-methylbutyrate